6-(4-chlorophenyl)-2-(3-fluorophenyl)-N-[(1S,2R)-2-hydroxycyclohexyl]-3-oxo-2,3-dihydropyridazine-4-carboxamide ClC1=CC=C(C=C1)C=1C=C(C(N(N1)C1=CC(=CC=C1)F)=O)C(=O)N[C@@H]1[C@@H](CCCC1)O